FC=1C(=NC(=NC1)N1CC2(C1)CNC2)NC=2C=C1C=NNC1=CC2 N-(5-fluoro-2-(2,6-diazaspiro[3.3]hept-2-yl)pyrimidin-4-yl)-1H-indazol-5-amine